BrC=1C(=CC2=C(N(C(N2)=O)[C@H]2CN(CC2)C(=O)OC(C)(C)C)C1)F tert-butyl (R)-3-(6-bromo-5-fluoro-2-oxo-2,3-dihydro-1H-benzo[d]imidazole-1-yl)pyrrolidine-1-carboxylate